(Z)-4-bromo-2-fluoro-1-(2-nitrobut-1-en-1-yl)benzene BrC1=CC(=C(C=C1)\C=C(\CC)/[N+](=O)[O-])F